FC(C(=O)O)(F)F.N1CCS(CC1)(=O)=O thiomorpholine-1,1-dione trifluoroacetic acid salt